ClC1=CC=C(C(=N1)C(=O)OC)N[C@H](C)C=1C=C(C=C2C(N(C(=NC12)C1=CC=NC=C1)C)=O)C methyl (R)-6-chloro-3-((1-(3,6-dimethyl-4-oxo-2-(pyridin-4-yl)-3,4-dihydroquinazolin-8-yl)ethyl)amino)pyridinecarboxylate